N-(2-(5-(tert-butyl)-2-iodophenoxy)-4-(trifluoromethyl)phenyl)acetamide C(C)(C)(C)C=1C=CC(=C(OC2=C(C=CC(=C2)C(F)(F)F)NC(C)=O)C1)I